Chloro-5-methoxy-1-methyl-N-(3-(4-(N-propanoylsulfamoyl)phenyl)-oxetan-3-yl)-1H-indole-2-carboxamide ClC1=C(N(C2=CC=C(C=C12)OC)C)C(=O)NC1(COC1)C1=CC=C(C=C1)S(NC(CC)=O)(=O)=O